aluminum sulfate (sulfate) S(=O)(=O)([O-])[O-].S(=O)(=O)([O-])O.[Al+3]